methyl (S)-1-((6-chloro-3-(3-((ethylsulfonyl)methyl)pyrrolidin-1-yl)-1H-pyrazolo[4,3-c]pyridin-1-yl)methyl)cyclopentane-1-carboxylate ClC1=CC2=C(C=N1)C(=NN2CC2(CCCC2)C(=O)OC)N2C[C@H](CC2)CS(=O)(=O)CC